1-(1-(3,5-difluorophenyl)ethyl)-4-nitro-1H-imidazole FC=1C=C(C=C(C1)F)C(C)N1C=NC(=C1)[N+](=O)[O-]